5-trifluoromethylpyrazole-3-carboxamide FC(C1=CC(=NN1)C(=O)N)(F)F